2,4,4-triethyloxy-2,4-disilapentane C(C)O[SiH](C)C[Si](C)(OCC)OCC